5-chloro-4,4-difluoro-1,2-dihydroisoquinolin-3-one ClC1=C2C(C(NCC2=CC=C1)=O)(F)F